C(=O)C=1C(=NC=CC1C(F)(F)F)[Se]CC(=O)OCC ethyl 2-((3-formyl-4-(trifluoromethyl)pyridin-2-yl)seleno)acetate